SC1=CC=C(C=C1)C=CC 4-mercaptophenylpropene